C(C)(C)(C)C=1C=CC=2N(C=3C=CC=C4N(C=5C=CC(=CC5B(C34)C2C1)C(C)(C)C)C1=CC=C(C=C1)C(C)(C)C)C1=CC=C(C=C1)C(C)(C)C 2,12-di-tert-butyl-5,9-bis(4-(tert-butyl)phenyl)-5,9-dihydro-5,9-diaza-13b-boranaphtho[3,2,1-de]anthracene